6-(5-fluoro-2-oxoindole-3-ylidene)-2-methyl-1,4,5,6-tetrahydrocyclopenta[b]pyrrole-3-carboxamide FC=1C=C2C(C(NC2=CC1)=O)=C1CCC2=C1NC(=C2C(=O)N)C